NC=1C2=C(N=CN1)N(C(=C2C=2C=NN(C2)C(C)C)C2CN(CC2)C(C=C)=O)C 1-(3-(4-amino-5-(1-isopropyl-1H-pyrazol-4-yl)-7-methyl-7H-pyrrolo[2,3-d]pyrimidin-6-yl)pyrrolidin-1-yl)prop-2-en-1-one